O1C(CCCC1)ONC(=O)CCCCCCC(=O)N1CCN(CC1)C1=CC=C(C=C1)C#CC1=CC=C(C=C1)/C=C/C(=O)OC(C)(C)C tert-butyl (2E)-3-(4-{2-[4-(4-{7-[(oxan-2-yloxy)carbamoyl]heptanoyl} piperazin-1-yl)phenyl]ethynyl}phenyl)prop-2-enoate